2-[[2-amino-1-(3-chlorophenyl)ethyl]amino]-6-(5,6-dimethoxybenzimidazol-1-yl)pyridine-3-carboxamide hydrochloride Cl.NCC(C1=CC(=CC=C1)Cl)NC1=NC(=CC=C1C(=O)N)N1C=NC2=C1C=C(C(=C2)OC)OC